N1C=C(C2=CC=CC=C12)CC(CC)NC12CC(C1)C2 N-(1-(1H-indol-3-yl)but-2-yl)bicyclo[1.1.1]Pentan-1-amine